glycine, potassium salt [K+].NCC(=O)[O-]